FC1=NC=CC=C1 2-fluoro-pyridin